N-(1,1-dioxo-1λ6,2-thiazinan-4-yl)-5-methyl-4-oxo-7-[3-(trifluoromethyl)phenyl]thieno[3,2-c]pyridine-2-carboximidamide O=S1(NCC(CC1)NC(=N)C1=CC=2C(N(C=C(C2S1)C1=CC(=CC=C1)C(F)(F)F)C)=O)=O